t-butyltrimethylhexanoate C(C)(C)(C)C(C(=O)[O-])CCCC(C)(C)C